BrC1=C(C=CC=C1)C(C)OC 1-bromo-2-(1-methoxyethyl)benzene